BrC1=CC=2N(CCCN2)C=C1 8-bromo-3,4-dihydro-2H-pyrido[1,2-a]pyrimidine